C(C)(C)C1=NN(C(C2=CC=C(C=C12)C(F)(F)F)=O)CC(=O)NC1CC(C1)(C)OC 2-(4-isopropyl-1-oxo-6-(trifluoromethyl)phthalazin-2(1H)-yl)-N-((1s,3s)-3-methoxy-3-methylcyclobutyl)acetamide